COC=1C=C2C(=NN(C2=CC1)C)C1=CC=C(C=C1)NC(=O)NCC1=CC=NC=C1 1-[4-(5-Methoxy-1-methyl-1H-indazol-3-yl)-phenyl]-3-pyridin-4-ylmethyl-urea